CC1(CC1)C(=O)NCCCN(CCCCCCCC(=O)OCCC(CCCC)CCCC)CCCCCCCC(OC(CCCCCCC)CCCCCCC)=O 3-Butylheptyl 8-((3-(1-methylcyclopropane-1-carboxamido)propyl)(8-oxo-8-(pentadecan-8-yloxy)octyl)amino)octanoate